C(C1=CC=CC=C1)(=O)C1=CC(CC2=C(N1)C=CC(=C2)C)=O 2-Benzoyl-7-methyl-1,5-dihydro-4H-benzo[b]azepine-4-One